ClC1=C(C=CC=2C(=C3N(C12)CCN(C3)C(CC3CNCCO3)=O)C=3C=NNC3)Cl 1-[6,7-dichloro-10-(1H-pyrazol-4-yl)-3,4-dihydro-1H-pyrazino[1,2-a]indol-2-yl]-2-morpholin-2-yl-ethanone